N-methyl-N-(4-pyridylmethyl)amine CNCC1=CC=NC=C1